2-(2-aminoethyl)benzimidazole NCCC=1NC2=C(N1)C=CC=C2